tert-butyl 4-[2-(cyclopropylamino)-7-oxo-8-tetrahydrofuran-3-yl-pyrido[2,3-d]pyrimidin-6-yl]-8-methyl-2,3-dihydroquinoxaline-1-carboxylate C1(CC1)NC=1N=CC2=C(N1)N(C(C(=C2)N2CCN(C1=C(C=CC=C21)C)C(=O)OC(C)(C)C)=O)C2COCC2